N-(5-(4-(4-cyanophenyl)-4-fluoropiperidine-1-carbonyl)-4-ethyl-2-methylphenyl)-6-((2-methoxy-ethyl)(methyl)amino)nicotinamide C(#N)C1=CC=C(C=C1)C1(CCN(CC1)C(=O)C=1C(=CC(=C(C1)NC(C1=CN=C(C=C1)N(C)CCOC)=O)C)CC)F